NC1=NC=C(C#N)C(=C1)O[C@@H](COC)C (R)-6-amino-4-((1-methoxypropan-2-yl)oxy)nicotinonitrile